tert-butyl ((6-((3'-(5-(((1,3-dihydroxypropan-2-yl)amino)-methyl)picolinamido)-2,2'-dimethyl-[1,1'-biphenyl]-3-yl)carbamoyl)pyridin-3-yl)methyl)(2-hydroxyethyl)carbamate OCC(CO)NCC=1C=CC(=NC1)C(=O)NC=1C(=C(C=CC1)C1=C(C(=CC=C1)NC(=O)C1=CC=C(C=N1)CN(C(OC(C)(C)C)=O)CCO)C)C